N[C@@H]1C2=CC=CC(=C2CC12CCN(CC2)C2=NC(=C(N=C2)SC2=C(C(=NC=C2)N)Cl)N)C(C)=O (S)-1-(1-amino-1'-(6-amino-5-((2-amino-3-chloropyridin-4-yl)thio)pyrazin-2-yl)-1,3-dihydrospiro[indene-2,4'-piperidin]-4-yl)ethan-1-one